C1(CCCC2=CC=CC=C12)=O (3H)-Naphthalenone